N'-[(3-allyl-2-hydroxyphenyl)methylene]-2-(4-benzyl-1-piperazinyl)acethydrazide tartrate C(=O)(O)C(O)C(O)C(=O)O.C(C=C)C=1C(=C(C=CC1)C=NNC(CN1CCN(CC1)CC1=CC=CC=C1)=O)O